C1(CC1)CN1CNC2=NC=C(C=C21)C2=CC(=CC=C2)C(F)(F)F 1-(cyclopropylmethyl)-6-[3-(trifluoromethyl)phenyl]-3H-imidazo[4,5-b]Pyridine